C(=O)O.C(C)C1=C(C(=CC=C1)C)N1CC(C1)C1=CC(=C(CN2CCC(CC2)C(=O)O)C(=C1)C)C 1-(4-(1-(2-ethyl-6-methylphenyl)azetidin-3-yl)-2,6-dimethylbenzyl)piperidine-4-carboxylic acid, formate salt